(3R,4S)-4-Methoxy-N,N-dimethylpyrrolidin-3-amine dihydrochloride Cl.Cl.CO[C@@H]1[C@@H](CNC1)N(C)C